4-{[3-methoxy-4-(1-methyl-1H-1,2,4-triazol-3-yl)pyridin-2-yl]amino}-N-(2H3)methyl-6-propionylaminopyridazine-3-carboxamide COC=1C(=NC=CC1C1=NN(C=N1)C)NC1=C(N=NC(=C1)NC(CC)=O)C(=O)NC([2H])([2H])[2H]